NC=1C=CC(=C2CN(C(C12)=O)CC(=C)C1=NC=CC=N1)C1=CC=C2C=NN(C2=C1)C 7-amino-4-(1-methyl-1H-indazol-6-yl)-2-[2-(pyrimidin-2-yl)prop-2-en-1-yl]-2,3-dihydro-1H-isoindol-1-one